C(C)(C)(C)OC(=O)N1C(CC(C1)C1=CC(=C(C=C1)OC(F)F)OCC1CC1)C(=O)O 1-(tert-butoxycarbonyl)-4-(3-(cyclopropylmethoxy)-4-(difluoromethoxy)phenyl)pyrrolidine-2-carboxylic acid